5,8-Dibromoisoquinoline BrC1=C2C=CN=CC2=C(C=C1)Br